ClC1=C2C(=C(C(=NC2=C(C=C1)F)Cl)C#N)Cl Trichloro-8-fluoroquinoline-3-carbonitrile